FC1=CC=C(C=C1)C1=NC(=CC=C1)C1=CC=C(C=C1)F 2,6-bis(4-fluorophenyl)pyridine